tert-Butyl 4-(6-cyanopyrazin-2-yl)piperazine-1-carboxylate C(#N)C1=CN=CC(=N1)N1CCN(CC1)C(=O)OC(C)(C)C